C(C)OC(=O)C=1N=C2N(N1)[C@H]([C@H](C2)O)C2=CC=CC=C2 cis-6-hydroxy-5-phenyl-6,7-dihydro-5H-pyrrolo[1,2-b][1,2,4]triazole-2-carboxylic acid ethyl ester